NC1=CC(=NC=C1)CC(=O)OCC ethyl 2-(4-aminopyridin-2-yl)acetate